4-(2-hydroxyethylsulfonylamino)-N-[3-[(1S)-1-[(4-methyl-1,2,4-triazol-3-yl)sulfanyl]ethyl]phenyl]pyridine-2-carboxamide OCCS(=O)(=O)NC1=CC(=NC=C1)C(=O)NC1=CC(=CC=C1)[C@H](C)SC1=NN=CN1C